6-[(2S)-2-aminobutyl]-2-chloro-N-[(furan-2-yl)methyl]-7-methylthieno[3,2-d]pyrimidin-4-amine dihydrochloride Cl.Cl.N[C@H](CC1=C(C=2N=C(N=C(C2S1)NCC=1OC=CC1)Cl)C)CC